3-(2-aminophenyl)-1H-benzimidazol-2-one NC1=C(C=CC=C1)N1C(NC2=C1C=CC=C2)=O